CC(C(=O)N[C@@H](CC(=O)OC)C1=CC=CC=C1)(CC)C methyl (S)-3-(2,2-dimethylbutyrylamino)-3-phenylpropionate